3-iodo-1-(4-methoxybenzyl)-N-(1-methylpiperidin-4-yl)-1H-pyrazolo[4,3-c]pyridin-4-amine IC1=NN(C2=C1C(=NC=C2)NC2CCN(CC2)C)CC2=CC=C(C=C2)OC